5-(3-chlorophenoxy)-1,2'-dimethyl-1H,2'H-(3,3'-bipyrazole)-4-carboxylic acid ClC=1C=C(OC2=C(C(=NN2C)C=2N(N=CC2)C)C(=O)O)C=CC1